C(OC(C)Cl)(OCCC(CCC(CCC(CCC(CCC(C)=O)=O)=O)=O)=O)=O 1-chloroethyl (2,5,8,11,14-pentaoxohexadecan-16-yl) carbonate